ClC1=NC=C(C(=C1)N1CCC(CC1)(O)CN(C)C)I 1-(2-chloro-5-iodopyridin-4-yl)-4-((dimethylamino)methyl)piperidin-4-ol